ClC1=C(OCC(=O)OCC)C=CC(=C1)Cl ethyl (2,4-dichlorophenoxy)acetate